(1'R,2'R,4'S)-4-(benzo[d][1,3]dioxol-5-yl)-5'-methyl-2'-(prop-1-en-2-yl)-1',2',3',4'-tetrahydro-[1,1'-biphenyl]-2,4',6-triol O1COC2=C1C=CC(=C2)C=2C=C(C(=C(C2)O)[C@H]2[C@@H](C[C@@H](C(=C2)C)O)C(=C)C)O